C(CCCCCCC1=CC=C(C=C1)O)C1=CC=C(C=C1)O 4,4'-(heptane-1,7-diyl)diphenol